8-methoxy-6-(5-methyl-2-pyridyl)-N-[1-(5-methyl-1,3,4-thiadiazol-2-yl)ethyl]quinazolin-4-amine COC=1C=C(C=C2C(=NC=NC12)NC(C)C=1SC(=NN1)C)C1=NC=C(C=C1)C